3-(Pyridin-3-yl)-3-(5-(2-(5,6,7,8-tetrahydro-1,8-naphthyridin-2-yl)ethoxy)-1H-indazol-1-yl)propanoic acid N1=CC(=CC=C1)C(CC(=O)O)N1N=CC2=CC(=CC=C12)OCCC1=NC=2NCCCC2C=C1